C(C)(C)N(C(=O)O[C@H]1C[C@H](CC1)C1=CC(=NN1)NC(OCC1=CC=CC=C1)=O)C benzyl N-{5-[(1S,3R)-3-{[isopropyl(methyl)carbamoyl]oxy}cyclopentyl]-1H-pyrazol-3-yl}carbamate